C(C)(C)(C)OOC(C(=O)OCCCC)(CCC)OOC(C)(C)C butyl di-(tert.butyl-peroxy)valerate